Cl[Pd]Cl Dichloro-palladium (II)